NC=1C2=C(N(C(N1)=O)C1=C(C=CC=C1)Cl)N=C(C=C2)C(F)(F)F 4-Amino-1-(2-chlorophenyl)-7-(trifluoromethyl)pyrido[2,3-d]pyrimidin-2(1H)-one